N(C(=N)N)CCCOP(O)(=O)N.ClC=1C=NC=CC1 3-Chloropyridine guanidinopropyl-phosphoramidate